ClC1=CC=C(C=C1)C=1C(=CC=CC1)C(=O)N1CCC(CC1)NC=1C=C2CN(C(C2=CC1)=O)C1C(NC(CC1)=O)=O 3-(5-((1-(4'-chloro-[1,1'-biphenyl]-2-carbonyl)piperidin-4-yl)amino)-1-oxoisoindolin-2-yl)piperidine-2,6-dione